C1CC(CCC1NC(=O)NC2=CC=C(C=C2)OC(F)(F)F)OC3=CC=C(C=C3)C(=O)O 4-(((1r,4r)-4-(3-(4-(trifluoromethoxy)phenyl)ureido)cyclohexyl)oxy)benzoic acid